C(C)(C)(C)OC(=O)NC/C=C/CNC=1C(=NC(=CN1)C(=O)OC)[S-].[Na+] sodium (E)-3-((4-((tert-butoxycarbonyl)amino)but-2-en-1-yl)amino)-6-(methoxycarbonyl)pyrazine-2-thiolate